ClC=1C(=C(NC=2C3=C(N=CN2)C=CC(=N3)N3[C@@H]2CN([C@H](C3)C2)C(C=C)=O)C=CC1OC1(COC1)C)F 1-[(1S,4S)-5-[4-[3-chloro-2-fluoro-4-(3-methyloxetan-3-yl)oxy-anilino]pyrido[3,2-d]pyrimidin-6-yl]-2,5-diazabicyclo[2.2.1]heptan-2-yl]prop-2-en-1-one